1-(((3S)-1-((3-cyano-1-azetidinyl)sulfonyl)-3-piperidinyl)carbonyl)-N-((3S)-4,6-difluoro-2,3-dihydro-1-benzofuran-3-yl)-D-prolinamide C(#N)C1CN(C1)S(=O)(=O)N1C[C@H](CCC1)C(=O)N1[C@H](CCC1)C(=O)N[C@@H]1COC2=C1C(=CC(=C2)F)F